ClC=1C=CC(=NC1)COC1=NN=C(S1)NC(=O)C=1C(=CC(=NC1)C)C1=C(C=C(C(=O)OC)C=C1)OC methyl 4-(5-((5-((5-chloropyridin-2-yl)methoxy)-1,3,4-thiadiazol-2-yl)carbamoyl)-2-methylpyridin-4-yl)-3-methoxybenzoate